ClC=1C=CC=2N=CN=C(C2N1)NC1=CC(=C(C=C1)OCC1COC1)Cl 6-Chloro-N-(3-chloro-4-(oxetan-3-ylmethoxy)phenyl)pyrido[3,2-d]pyrimidin-4-amine